C(C)C1=CC2=C(C3=CC(=CC=C3C(=C2C=C1)OC(=O)OCCCCC)CC)OC(=O)OCCCCC 2,7-diethyl-9,10-bis(n-pentyloxycarbonyloxy)anthracene